OC1=C(C(=O)OC)C=C(C=C1)OCC=1C=NC(=NC1)C1=CC(=CC=C1)NS(=O)(=O)CCC(F)(F)F Methyl 2-hydroxy-5-((2-(3-((3,3,3-trifluoropropyl)sulfonamido)phenyl)pyrimidin-5-yl)methoxy)benzoate